[C@@H]12OC[C@@H](N(C1)C1=NC(=C3C=C(C(N(C3=C1)C)=O)C)N1C3=C(N(CC1)C)C=C(N=C3)C=3C=NN(C3)C)C2 7-((1S,4S)-2-oxa-5-azabicyclo[2.2.1]heptan-5-yl)-1,3-dimethyl-5-(1-methyl-7-(1-methyl-1H-pyrazol-4-yl)-2,3-dihydropyrido[3,4-b]pyrazin-4(1H)-yl)-1,6-naphthyridin-2(1H)-one